(6S,8R)-N-(6-(2H-1,2,3-triazol-2-yl)-5-(trifluoromethyl)pyridin-3-yl)-2-fluoro-8-methyl-8-(1-methyl-1H-pyrazol-4-yl)-7,8-dihydro-6H-cyclopenta[e]pyrazolo[1,5-a]pyrimidine-6-carboxamide N=1N(N=CC1)C1=C(C=C(C=N1)NC(=O)[C@H]1C[C@@](C2=C1C=NC=1N2N=C(C1)F)(C=1C=NN(C1)C)C)C(F)(F)F